(S)-N-((S)-1-(5-(2-Methoxypyrimidin-5-yl)-1H-imidazol-2-yl)-7-oxononyl)-6-methyl-6-azaspiro[2.5]octan-1-carboxamid COC1=NC=C(C=N1)C1=CN=C(N1)[C@H](CCCCCC(CC)=O)NC(=O)[C@H]1CC12CCN(CC2)C